C(=O)C1=C(C=C(C(=O)OCC)C=C1)OC Ethyl 4-formyl-3-methoxybenzoate